3-((S)-3-((S)-8-(4'-(aminomethyl)biphenyl-3-ylsulfonyl)-1-oxa-8-azaspiro[4.5]dec-3-ylamino)-2-hydroxypropoxy)-N-((R)-1-hydroxyprop-2-yl)benzenesulfonamide NCC1=CC=C(C=C1)C1=CC(=CC=C1)S(=O)(=O)N1CCC2(C[C@@H](CO2)NC[C@@H](COC=2C=C(C=CC2)S(=O)(=O)N[C@@H](CO)C)O)CC1